3-[4-amino-8-(trans-4-aminocyclohexyloxy)-5,5-dimethyl-6H-benzo[H]quinazolin-7-yl]butan-1-ol NC1=NC=NC=2C3=C(CC(C12)(C)C)C(=C(C=C3)O[C@@H]3CC[C@H](CC3)N)C(CCO)C